ClC1=NC=CC=C1C(CCC=C)=O 1-(2-Chloropyridin-3-yl)pent-4-en-1-one